1-(3-difluoromethyl-1-methyl-1H-pyrazol-4-yl)-1-butanone FC(C1=NN(C=C1C(CCC)=O)C)F